C1CC12CCN(CC2)C2=C(C(=O)NC1=NC(=NC(=C1)C)N1CCC(CC1)(F)F)C=CC(=C2)[S@@](=O)(=N)CC 2-(6-Azaspiro[2.5]octan-6-yl)-N-(2-(4,4-difluoro-1-piperidinyl)-6-methyl-4-pyrimidinyl)-4-(R-ethylsulfonimidoyl)benzamide